C(C)C1=CC=C(C=C1)C=1N(C(=NN1)SC(C(=O)C=1C=C(C=CC1)NS(=O)(=O)C)C)S(=O)(=O)C N-[3-(2-{[5-(4-ethylphenyl)-4-methansulfonyl-4H-1,2,4-triazol-3-yl]sulfanyl}propanoyl)phenyl]methansulfonamid